2-[Bis-(2-fluoro-phenyl)-hydroxymethyl]-3-ethyl-6-methoxy-pyrazolo[1,5-a]pyridine-5-carboxylic acid (1-ethyl-1H-[1,2,4]triazol-3-yl)-amide C(C)N1N=C(N=C1)NC(=O)C1=CC=2N(C=C1OC)N=C(C2CC)C(O)(C2=C(C=CC=C2)F)C2=C(C=CC=C2)F